dodecyl 3-((3-(2-hexyldecanamido)-4-((1-methylpiperidin-4-yl)amino)-4-oxobutyl)thio)propanoate C(CCCCC)C(C(=O)NC(CCSCCC(=O)OCCCCCCCCCCCC)C(=O)NC1CCN(CC1)C)CCCCCCCC